N-[2,4-difluoro-5-(2-methyl-1-oxoisoquinolin-4-yl)phenyl]methanesulfonamide FC1=C(C=C(C(=C1)F)C1=CN(C(C2=CC=CC=C12)=O)C)NS(=O)(=O)C